FC=1C(=NC=C(C1)C(C(C(F)(F)F)(F)F)(F)F)C=1C(=C(C(=O)N)C=C(C1)[N+](=O)[O-])SC=1SC(=CN1)C [3-fluoro-5-(1,1,2,2,3,3,3-heptafluoropropyl)-2-pyridyl]-2-(5-methylthiazol-2-yl)sulfanyl-5-nitro-benzamide